C(C)N(C(N[C@H](C(=O)O)CCN(CCCCC1=NC=2NCCCC2C=C1)CCCF)=O)CC (S)-2-(3,3-diethylureido)-4-((3-fluoropropyl)(4-(5,6,7,8-tetrahydro-1,8-naphthyridin-2-yl)butyl)amino)butanoic acid